C1(CCCCC1)C1=CC2=C(NC(=N2)C2=CC(=C(C(=C2)O)O)OC)C=C1 5-(5-cyclohexyl-1H-benzo[d]imidazol-2-yl)-3-methoxybenzene-1,2-diol